N-((3R,4S)-4-fluoro-1-(oxetan-3-yl)pyrrolidin-3-yl)-5-(1-(2-fluoroethyl)-1H-benzo[d][1,2,3]triazol-6-yl)-4-methoxypyrrolo[2,1-f][1,2,4]triazin-2-amine F[C@@H]1[C@@H](CN(C1)C1COC1)NC1=NN2C(C(=N1)OC)=C(C=C2)C=2C=CC1=C(N(N=N1)CCF)C2